C(C)(=O)OCC(C)OC 2-methoxy-1-propyl acetate